2-(6-chloro-4-methyl-1H-benzimidazol-1-yl)-1-(4-(4-(5-(2,6-difluorophenyl)-4,5-dihydroisoxazol-3-yl)thiazol-2-yl)piperidin-1-yl)ethan-1-one chloromethyl-(2-(benzyloxy)ethyl)carbamate ClCN(C(O)=O)CCOCC1=CC=CC=C1.ClC=1C=C(C2=C(N(C=N2)CC(=O)N2CCC(CC2)C=2SC=C(N2)C2=NOC(C2)C2=C(C=CC=C2F)F)C1)C